manganese magnesium nitrate [N+](=O)([O-])[O-].[Mg+2].[Mn+2].[N+](=O)([O-])[O-].[N+](=O)([O-])[O-].[N+](=O)([O-])[O-]